C1(CC1)CNC1=C2C=C(N=CC2=CC(=N1)C1=C(C(=CC(=C1F)OC)OC)F)NC1=C(C=CC=C1C)C(C(=O)N)=C 2-((5-((cyclopropylmeth-yl)amino)-7-(2,6-difluoro-3,5-dimethoxyphenyl)-2,6-naphthyridin-3-yl)amino-3-methylphenyl)acrylamide